2,3-dimethyl-4H-thieno[3,2-c]chromene-8-carboxylate CC1=C(C=2COC=3C=CC(=CC3C2S1)C(=O)[O-])C